ClC=1C=NN(C1I)C(COC)C 4-chloro-5-iodo-1-(1-methoxypropan-2-yl)-1H-pyrazole